[B]=O.[Ba] barium-boron-oxide